C(#N)N1CC(CCC1)(F)C=1OC2=C(N1)C=C(C=C2)C2=NC=CC(=N2)C#N 2-(2-(1-cyano-3-fluoropiperidin-3-yl)benzo[d]oxazol-5-yl)pyrimidine-4-carbonitrile